sodium pyrophosphate manganese iron [Fe+2].[Mn+2].[O-]P([O-])(=O)OP(=O)([O-])[O-].[Na+]